O=CCCC1OC2=C(C1)C=CC=C2 3-oxopropyl-2,3-dihydrobenzofuran